FC(C=1C=NN2C1C(=C(C=C2)C(=O)O)C#CC#CCC(C=2C(N(C=CC2)C)=O)C2=C(C=CC(=C2)F)F)F 3-(difluoromethyl)-4-(6-(2,5-difluorophenyl)-6-(1-methyl-2-oxo-1,2-dihydropyridin-3-yl)hexa-1,3-diyn-1-yl)pyrazolo[1,5-a]pyridine-5-carboxylic acid